BrC1=C(C=CC(=C1)Cl)C1=NC=CC=C1 2-(2-bromo-4-chloro-phenyl)pyridine